2,6-dinitro-N,N-dipropyl-4-(trifluoromethyl)-1,3-benzenediamine [N+](=O)([O-])C1=C(C(=CC(=C1N)C(F)(F)F)[N+](=O)[O-])N(CCC)CCC